5-methyltricyclo[6.2.1.0~2,7~]undecan-4-one CC1C(CC2C3CCC(C2C1)C3)=O